COC1=CC(=CC(=C1O)OC)/C=C/C(=O)O[C@@H]2C[C@](C[C@H]([C@@H]2O)O)(C(=O)O)O The molecule is a cinnamate ester obtained by formal condensation of the carboxy group of sinapic acid with the 3-hydroxy group of (-)-quinic acid. It has a role as a metabolite. It is a cinnamate ester and a cyclitol carboxylic acid. It derives from a (-)-quinic acid and a trans-sinapic acid.